COCCN1CCN(CC1)C(=O)C=1C=C(CN2C=CC=C3C=C4N(C(C=5C=CC=C(C45)NC32)=O)C)C=CC1 7-(3-(4-(2-methoxyethyl)piperazine-1-carbonyl)benzyl)-1-methyl-1,6-dihydro-2H-pyrido[3',2':6,7]azepino[4,3,2-cd]isoindol-2-one